2-((tributylstannyl)methoxy)ethan-1-amine C(CCC)[Sn](CCCC)(CCCC)COCCN